ClC1=NN(C=C1N(C(CCSCC1C(C1)(F)F)=O)CC)C=1C=NC=CC1 N-[3-chloro-1-(3-pyridyl)pyrazol-4-yl]-3-[(2,2-difluoro-cyclopropyl)methylsulfanyl]-N-ethyl-propanamide